C(C)(C)(C)OC(=O)NCCOCCC(C(=O)OCC)(CC)NC(C1=NC(=C(C=C1)C1CC1)CC1=CC=C(C=C1)F)=O Ethyl 4-(2-((tert-butoxycarbonyl)amino)ethoxy)-2-(5-cyclopropyl-6-(4-fluorobenzyl)picolinamido)-2-ethylbutanoate